C(C)(C)(C)[Si](C)(C)Cl T-butyl-chloro-dimethyl-silane